OC=1C=C(C=CC1O)CCOC(C=C)=O acrylic acid-2-(3,4-dihydroxyphenyl)ethyl ester